4-(2-((3-(2-isopropoxyethoxy)-1-((1r,4r)-4-morpholinylcyclohexyl)-1H-pyrazol-4-yl)amino)pyrimidin-5-yl)benzonitrile C(C)(C)OCCOC1=NN(C=C1NC1=NC=C(C=N1)C1=CC=C(C#N)C=C1)C1CCC(CC1)N1CCOCC1